FC(OC=1C=C(O[C@@H]2C(CN(C2)C2=CC(=NC(=N2)C)C=2C(NC(NC2)=O)=O)(F)F)C=CC1F)F (S)-6-(4-(3-(difluoromethoxy)-4-fluorophenoxy)-3,3-difluoropyrrolidin-1-yl)-2-methyl-[4,5'-bipyrimidin]-2',4'(1'H,3'H)-dione